(E)-(3-(3-aminophenyl)allyl)(3-(3-aminophenyl)imidazo[1,2-a]pyridin-6-yl)carbamate NC=1C=C(C=CC1)/C=C/COC(NC=1C=CC=2N(C1)C(=CN2)C2=CC(=CC=C2)N)=O